(S)-2-(4-nitrophenyl)-1-(thiophen-2-ylthiazol-4-yl)ethylamine hydrobromide Br.[N+](=O)([O-])C1=CC=C(C=C1)C[C@@H](C=1N=C(SC1)C=1SC=CC1)N